2-[3-chloro-2-(4,4,4-trifluorobutyl)phenoxy]-5-(difluoromethoxy)pyrimidine ClC=1C(=C(OC2=NC=C(C=N2)OC(F)F)C=CC1)CCCC(F)(F)F